1-(4-((benzylamino)methyl)benzyl)-2-butyl-1H-imidazo[4,5-d]thieno[3,2-b]pyridin-4-amine C(C1=CC=CC=C1)NCC1=CC=C(CN2C(=NC=3C2=C2C(=NC3N)C=CS2)CCCC)C=C1